7-Ethyl-Tryptophan C(C)C1=C2NC=C(C[C@H](N)C(=O)O)C2=CC=C1